[N+](=O)([O-])C=1C=C(C=C(C1)[N+](=O)[O-])N1CCN(CC1)C 1-(3,5-di-nitrophenyl)-4-methylpiperazine